CC1=NOC(=C1C1=CC=C2C=3N([C@H](COC31)C3=NC=CC=C3)C(=N2)N2CCN(CC2)C(CC)=O)C (4S)-7-(3,5-dimethylisoxazol-4-yl)-2-(4-propionylpiperazin-1-yl)-4-pyridin-2-yl-4,5-dihydroimidazo[1,5,4-de][1,4]benzoxazine